6-(6-phenoxypyridin-3-yl)quinazolin-8-ol (2R,5S)-tert-butyl-5-methyl-2-(4-(4,4,5,5-tetramethyl-1,3,2-dioxaborolan-2-yl)phenyl)piperidine-1-carboxylate C(C)(C)(C)[C@@]1(N(C[C@H](CC1)C)C(=O)OC=1C=C(C=C2C=NC=NC12)C=1C=NC(=CC1)OC1=CC=CC=C1)C1=CC=C(C=C1)B1OC(C(O1)(C)C)(C)C